CN1N=NC2=C1C=CC(=C2C)[C@H](C(C(=O)OC)(C)C)C=2C=C(C1=C(C=CS1)C2)CN2C[C@H](OC1=C(C2)N=C(C=C1)O)CC methyl (3R)-3-(1,4-dimethyl-1H-benzotriazol-5-yl)-3-(7-{[(2R)-2-ethyl-7-hydroxy-2,3-dihydropyrido[2,3-f][1,4]oxazepin-4(5H)-yl]methyl}-1-benzothiophen-5-yl)-2,2-dimethylpropanoate